ClC1=NC=C(C(=O)OC)C(=C1)C=C methyl 6-chloro-4-vinylnicotinate